N-(4-(4-amino-7-(1-methyl-1H-pyrazol-3-yl)pyrrolo[2,1-f][1,2,4]triazin-5-yl)-2-methoxyphenyl)-N-methyloxazol-2-amine NC1=NC=NN2C1=C(C=C2C2=NN(C=C2)C)C2=CC(=C(C=C2)N(C=2OC=CN2)C)OC